FC1=C(C(=CC=C1)F)C1=CC=C(C=N1)[C@H](C)NC(OC(C)(C)C)=O tertbutyl (S)-(1-(6-(2,6-difluorophenyl)pyridin-3-yl)ethyl)carbamate